methyl 3-(4-(9-fluoro-11H-dibenzo[b,e]azepin-6-yl) piperazin-1-yl)-2,2-dimethylpropionate FC=1C=CC2=C(CC3=C(N=C2N2CCN(CC2)CC(C(=O)OC)(C)C)C=CC=C3)C1